5-benzyl-1-(4-fluorobenzyl)-4,5,6,7-tetrahydro-1H-pyrazolo[4,3-c]pyridine-3-carboxylic acid C(C1=CC=CC=C1)N1CC2=C(CC1)N(N=C2C(=O)O)CC2=CC=C(C=C2)F